4-(5,8-diphenylnaphthalen-2-yl)-N-phenylaniline C1(=CC=CC=C1)C1=C2C=CC(=CC2=C(C=C1)C1=CC=CC=C1)C1=CC=C(NC2=CC=CC=C2)C=C1